7-amino-N-{2-[3-amino-4-(propan-2-yloxy)pyrrolidin-1-yl]-3-fluoro-5,6,7,8-tetrahydroquinolin-6-yl}-3-methylthieno[2,3-b]pyrazine-6-carboxamide NC1=C(SC2=NC(=CN=C21)C)C(=O)NC2CC=1C=C(C(=NC1CC2)N2CC(C(C2)OC(C)C)N)F